6-butoxy-3,4-dihydronaphthalen-1(2H)-one C(CCC)OC=1C=C2CCCC(C2=CC1)=O